ClC=1C=C2C3(NC(C2=CC1)=O)CCNC=C3 5'-chlorospiro[2,3-dihydro-1H-pyridine-4,3'-isoindoline]-1'-one